C(C)OC1=C(C=C(C=C1CC=C)CC=C)CC=C 2-ethoxy-1,3,5-tri(prop-2-enyl)benzene